(R)- and (S)-β-butyrolactone C1(C[C@@H](C)O1)=O |r|